NC1=C2C(=C(C=3CN=CC13)N)C=C1C=CC=CC1=C2 4,11-diamino-1H-naphtho[2,3-F]isoindole